quinolinium para-toluenesulfonate CC1=CC=C(C=C1)S(=O)(=O)[O-].[NH+]1=CC=CC2=CC=CC=C12